C1(=CCCCC1)C=1C(=NN2C1N=C(C(=C2OC)C=2C=C1N=CC=NC1=CC2)NC2=NOC=C2)C2=CC=CC=C2 N-(3-(cyclohex-1-en-1-yl)-7-methoxy-2-phenyl-6-(quinoxalin-6-yl)pyrazolo[1,5-a]Pyrimidin-5-yl)isoxazol-3-amine